(2-chloro-4-(2-((1-(cyclopropylmethyl)-1H-benzo[d]imidazol-2-yl)amino)-2-oxoethyl)phenoxy)pyridine-3-carboxamide ClC1=C(OC2=NC=CC=C2C(=O)N)C=CC(=C1)CC(=O)NC1=NC2=C(N1CC1CC1)C=CC=C2